benzyl (3S,7S)-3-(((benzyloxy)carbonyl)amino)-7-methyl-2,3,4,7-tetrahydro-1H-azepine-1-carboxylate C(C1=CC=CC=C1)OC(=O)N[C@@H]1CN([C@H](C=CC1)C)C(=O)OCC1=CC=CC=C1